N1=CC=CC=C1.[V+5] Vanadium(V) pyridine